3-(2-formylprop-2-yl)-1-methylquinoxalin-2(1H)-one C(=O)C(C)(C)C=1C(N(C2=CC=CC=C2N1)C)=O